CN(C=1C=CC=2N(C3=CC=C(C=C3SC2C1)N(C)C)C(=O)NCC(=O)[O-])C 2-[[3,7-bis(dimethylamino)phenothiazine-10-carbonyl]amino]-acetate